propyl-methacrylic acid potassium salt [K+].C(CC)C=C(C(=O)[O-])C